FC=1C=C(C=CC1OC1=CC=NC2=CC(=C(C=C12)OC)OCCN1CCOCC1)NC(=O)C1=C2C(=CN(C1=O)C1=CC=C(C=C1)F)CCO2 N-(3-fluoro-4-{[6-methoxy-7-(2-morpholinoethoxy)quinolin-4-yl]oxy}phenyl)-5-(4-fluorophenyl)-6-oxo-2,3,5,6-tetrahydrofuro[3,2-c]pyridine-7-carboxamide